6-(2-Hydroxy-5-fluorobenzylamino)-9-β-D-arabinofuranosylpurin OC1=C(CNC2=C3N=CN(C3=NC=N2)[C@H]2[C@@H](O)[C@H](O)[C@H](O2)CO)C=C(C=C1)F